2-trifluoromethyl-quinazoline-4-amine FC(C1=NC2=CC=CC=C2C(=N1)N)(F)F